Benzylidene(dichloro)(1,3-dimesityl-2-imidazolidinylidene)ruthenium C(C1=CC=CC=C1)=[Ru](=C1N(CCN1C1=C(C=C(C=C1C)C)C)C1=C(C=C(C=C1C)C)C)(Cl)Cl